Cl.C(C)OC(=O)C1(CNC1)C(=O)OCC azetidine-3,3-dicarboxylic acid diethyl ester hydrochloride